NC1=NC=C(C2=C1C(=NN2C(C)C)C2=CC(=C(C=C2F)NS(=O)(=O)C2=C(C=CC(=C2)Cl)Cl)F)C2CCC(CC2)NCCOC N-(4-(4-amino-1-isopropyl-7-((1r,4r)-4-((2-methoxyethyl)amino)cyclohexyl)-1H-pyrazolo[4,3-c]pyridin-3-yl)-2,5-difluorophenyl)-2,5-dichlorobenzenesulfonamide